[Ru].CN1N=C(C(=C1)C=1C=NC=NC1)C1=CC=C(C=C1)C#CC1=NC(=CC=C1)C 5-[1-methyl-3-[4-[2-(6-methyl-2-pyridyl)ethynyl]phenyl]pyrazol-4-yl]pyrimidine Ruthenium